CC1(NC(CC(C1)OC1=CC=C(N=N1)C=1C(=CC2=CC(=CC=C2C1)O)O)(C)C)C 3-(6-((2,2,6,6-tetramethylpiperidin-4-yl)oxy)pyridazin-3-yl)naphthalene-2,7-diol